O=C1NC(CCC1N1C(C2=CC=CC(=C2C1=O)S(=O)C)=O)=O 2-(2,6-dioxopiperidin-3-yl)-4-(methylsulfinyl)isoindoline-1,3-dione